FC=1C=CC(=C(C1)C(CN1C(N(C(C2=C1SC(=C2C)N2N=CC=N2)=O)N(C(OC(C)(C)C)=O)C)=O)O)OC tert-butyl (1-(2-(5-fluoro-2-methoxyphenyl)-2-hydroxyethyl)-5-methyl-2,4-dioxo-6-(2H-1,2,3-triazole-2-yl)-1,4-dihydrothieno[2,3-d]pyrimidin-3(2H)-yl)(methyl)carbamate